BrC1=C(C(=CC=C1)Cl)N1C=2N(C3=C(C1=O)C=NC(=N3)NC3=CC(=C(C=C3)N3CCN(CC3)C)Br)CCN2 6-(2-bromo-6-chlorophenyl)-2-((3-bromo-4-(4-methylpiperazin-1-yl)phenyl)amino)-8,9-dihydroimidazo[1,2-a]pyrimido[5,4-e]pyrimidin-5(6H)-one